3-((5-methyl-7-(methylsulfonyl)-4-oxo-4,5,6,7,8,9-hexahydro-3H-pyrido[4',3':4,5]pyrrolo[2,3-d]pyridazin-3-yl)methyl)-1H-pyrazole-4-carboxamide CN1C2=C(C3=C1C(N(N=C3)CC3=NNC=C3C(=O)N)=O)CCN(C2)S(=O)(=O)C